8-methoxy-3-phenyl-2-thioxo-2,3-dihydro-quinazolin-4(1H)-one COC=1C=CC=C2C(N(C(NC12)=S)C1=CC=CC=C1)=O